propionic acid, amide C(CC)(=O)N